O=S1(CC(C=C1)N(C(C(C(=O)N(C)C)C1=CC=C(C=C1)C1=CC=C(C=C1)F)=O)CC1=CC(=NC=C1)C(C)(C)O)=O N1-(1,1-dioxido-2,3-dihydrothiophen-3-yl)-2-(4'-fluoro-[1,1'-biphenyl]-4-yl)-N1-((2-(2-hydroxypropan-2-yl)pyridin-4-yl)methyl)-N3,N3-dimethylmalonamide